BrC1=NC(=NN1COCC[Si](C)(C)C)C(CC(=O)C1=NN(C=C1Cl)C)=O (5-bromo-1-((2-(trimethylsilyl)ethoxy)methyl)-1H-1,2,4-triazol-3-yl)-3-(4-chloro-1-methyl-1H-pyrazol-3-yl)propane-1,3-dione